(S)-2-((t-butoxycarbonyl)amino)-3-(4-(4-(4-(8-chloro-5,6-dihydro-11H-benzo-[5,6]cyclohepta[1,2-b]pyridin-11-ylidene)piperidin-1-yl)butoxy)phenyl)-propionic acid C(C)(C)(C)OC(=O)N[C@H](C(=O)O)CC1=CC=C(C=C1)OCCCCN1CCC(CC1)=C1C2=C(CCC=3C1=NC=CC3)C=C(C=C2)Cl